C(CCC)N1C(N(C(C(C1=O)=C(N)N)=O)C1CCC2(CC3(C(N(C(N3CCO[Si](C)(C)C(C)(C)C)=O)CC)=O)C2)CC1)=O 1-Butyl-3-(1-(2-((tert-butyldimethylsilyl)oxy)ethyl)-3-ethyl-2,4-dioxo-1,3-diazadispiro[4.1.57.15]tridecan-10-yl)-5-(diaminomethylene)pyrimidine-2,4,6(1H,3H,5H)-trione